C12(CC3CC(CC(C1)C3)C2)CC(=O)N(CC2=CC=C(C=C2)C2CCCCC2)C2=CC=C(C=C2)B(O)O (4-(2-((3r,5r,7r)-adamantan-1-yl)-N-(4-cyclohexylbenzyl)acetamido)phenyl)boronic acid